FC=1C=C(C=NC1)[C@H](CC(=O)O)C(C)(C)C (3R)-3-(5-fluoropyridin-3-yl)-4,4-dimethylpentanoic acid